sodium 4-sulfophenyl isothiocyanate S(=O)(=O)(O)C1=CC=C(C=C1)N=C=S.[Na]